N12CC(C(CC1)CC2)N quinuclidin-3-amine